4-(2-fluoro-6-methoxyphenyl)-N-(5-((5-(2-hydroxyethyl)pyridin-2-yl)methoxy)-1,3,4-thiadiazol-2-yl)-6-methylnicotinamide FC1=C(C(=CC=C1)OC)C1=CC(=NC=C1C(=O)NC=1SC(=NN1)OCC1=NC=C(C=C1)CCO)C